(S)-3-(3-(1-(4-fluorophenyl)ethoxy)-4-((2,2,2-trifluoroethyl)sulfonamido)phenyl)-5-((5-methylisoxazol-3-yl)amino)-1-((2-(trimethylsilyl)ethoxy)methyl)-1H-pyrazole-4-carboxamide FC1=CC=C(C=C1)[C@H](C)OC=1C=C(C=CC1NS(=O)(=O)CC(F)(F)F)C1=NN(C(=C1C(=O)N)NC1=NOC(=C1)C)COCC[Si](C)(C)C